1-(7-(2-amino-7-fluorobenzo[d]thiazol-4-yl)-2-((hexahydro-1H-pyrrolizin-7a-yl)methoxy)-5,6,7,8-tetrahydropyrido[3,4-d]pyrimidin-4-yl)-3-methylpiperidin-3-ol NC=1SC2=C(N1)C(=CC=C2F)N2CC=1N=C(N=C(C1CC2)N2CC(CCC2)(O)C)OCC21CCCN1CCC2